C(C)OC1=C(C=CC=C1)N1C(O[C@@]2(C1)C[C@H](C(CC2)(F)F)CN2C=NC1=C2C=C(C=C1)C#N)=O (((5R,7S)-3-(2-Ethoxyphenyl)-8,8-difluoro-2-oxo-1-oxa-3-azaspiro[4.5]decan-7-yl)methyl)-1H-benzo[d]imidazole-6-carbonitrile